2-(1-benzyl-5-oxopyrrolidin-2-yl)-N-(oxolan-2-ylmethyl)acetamid C(C1=CC=CC=C1)N1C(CCC1=O)CC(=O)NCC1OCCC1